[Br-].CC1=CC2=CC=CC=C2C=C1 2-methyl-naphthalene bromide